8-Chloro-2-(methylthio)pyrazolo[1,5-a]-1,3,5-triazin-4(3H)-one ClC=1C=NN2C1N=C(NC2=O)SC